C(C)(C)(C)OC(=O)NC([C@@H](N)CC1=CNC=N1)=O.[Na] sodium N-t-butoxycarbonyl-histidinamide